diphenyl-(pentafluorophenyl)sulfoxonium C1(=CC=CC=C1)[S+](=O)(C1=C(C(=C(C(=C1F)F)F)F)F)C1=CC=CC=C1